Cl.FC(C=1C=NC(=NC1)N1CCC(CC1)C=O)(F)F (1-(5-(trifluoromethyl)pyrimidin-2-yl)piperidin-4-yl)methanone hydrochloride